NC=1OC2=C(C(C1C#N)C1=C(C=CC(=C1)OC)Br)C=CC(=C2)N(C)C 2-amino-3-cyano-4-(2-bromo-5-methoxyphenyl)-7-(dimethylamino)-4H-benzopyran